C(=O)(O)CCO[C@H]1[C@@H](C[C@](SCCN)(O[C@@H]1COS(=O)(=O)[O-])NC(C)=O)O Aminoethyl 4-O-carboxyethyl-2-deoxy-acetamido-6-O-sulfonato-1-thio-β-D-glucopyranoside